C[Si](C)(OCCO[Si](C)(C)C)C 2,2,7,7-tetramethyl-3,6-dioxa-2,7-disilaoctane